CC=1C(=NC(=CC1)NC1=NC=CC(=C1)OC(F)(F)F)C(=O)N1[C@H](CCCC1)CNC(C)=O (R)-N-((1-(3-methyl-6-((4-(trifluoromethoxy)pyridin-2-yl)amino)pyridine-2-carbonyl)piperidine-2-yl)methyl)acetamide